(pyrimidine-2-amide) azetidine-1-carboxylate N1(CCC1)C(=O)O.N1=C(N=CC=C1)C(=O)N